3-ethyl-7-((4-(1-carbonyl-1,2-dihydro-phthalazin-6-yl)piperazin-1-yl)methyl)-1,5-naphthyridin-2(1H)-one C(C)C=1C(NC2=CC(=CN=C2C1)CN1CCN(CC1)C=1C=C2C=NNC(C2=CC1)=C=O)=O